O1CC=CC2=CC=CC=C12 CHROMEN